C1(CCCC1)C(=O)N1CC=2N=CN=C(C2CC1)OC1=C(C=C(C=C1)NC(=O)C=1C(N(C(N(C1)C(C)C)=O)C1=CC=C(C=C1)F)=O)F N-(4-((7-(cyclopentanecarbonyl)-5,6,7,8-tetrahydropyrido[3,4-d]pyrimidin-4-yl)oxy)-3-fluorophenyl)-3-(4-fluorophenyl)-1-isopropyl-2,4-dioxo-1,2,3,4-tetrahydropyrimidine-5-carboxamide